(pyrimidine-2-ylmethyl)pyrimidine-5-carboxamide N1=C(N=CC=C1)CC1=NC=C(C=N1)C(=O)N